N1(C=NC=C1)CCOCCNC(OC(C)(C)C)=O tert-butyl N-{2-[2-(imidazol-1-yl)ethoxy]ethyl}carbamate